7-(1-methylpyrrolidin-3-yl)pyrido[3,4-d]pyridazin-4(3H)-one CN1CC(CC1)C1=CC2=C(C(NN=C2)=O)C=N1